4,6-dinitro-pyrogallol [N+](=O)([O-])C1=C(C(=C(O)C(=C1)[N+](=O)[O-])O)O